(2S,4R)-1-(3-ethylbenzoyl)-4-hydroxy-N-(4-(oxazol-5-yl)benzyl)pyrrolidine-2-carboxamide C(C)C=1C=C(C(=O)N2[C@@H](C[C@H](C2)O)C(=O)NCC2=CC=C(C=C2)C2=CN=CO2)C=CC1